O=C1N(C([C@@H]2NCC[C@@H]21)=O)CC(C(=O)OCC)(C)C ethyl 3-((cis)-4,6-dioxohexahydropyrrolo[3,4-b]pyrrol-5(1H)-yl)-2,2-dimethylpropanoate